C(F)(F)(F)F.[Na] sodium carbon fluoride